(2S,4S)-1-(tert-Butoxycarbonyl)-4-phenylpyrrolidine-2-carboxylic acid C(C)(C)(C)OC(=O)N1[C@@H](C[C@H](C1)C1=CC=CC=C1)C(=O)O